N-[2-(3,3-dimethyl-2-oxoazetidin-1-yl)ethyl]-8-methyl-2-(pyridin-2-ylmethyl)-4,5-dihydro-2H-furo[2,3-g]indazole-7-carboxamide CC1(C(N(C1)CCNC(=O)C1=C(C2=C(CCC3=CN(N=C23)CC2=NC=CC=C2)O1)C)=O)C